6-[(tetrahydrofuran-3-yl)methyl]-4-{[(3S)-piperidin-3-yl]amino}pyrido[3,2-d]pyrimidine-8-carboxamide O1CC(CC1)CC=1C=C(C=2N=CN=C(C2N1)N[C@@H]1CNCCC1)C(=O)N